ClC1=C(C=CC(=C1)OCCN1CCNCC1)C=1N(C2=NC=NC(=C2N1)OC1(CC1)C)CC=1N=CSC1 4-((8-(2-chloro-4-(2-(piperazin-1-yl)ethoxy)phenyl)-6-(1-methylcyclopropoxy)-9H-purin-9-yl)methyl)thiazole